CC1(CCN(CC1)C1=CC=C(C=C1)[N+](=O)[O-])CN1CCC2(CCN(CC2)C(=O)OC(C)(C)C)CC1 tert-butyl 9-((4-methyl-1-(4-nitrophenyl) piperidin-4-yl) methyl)-3,9-diazaspiro[5.5]undecane-3-carboxylate